1-ethyl-3-[2-(trifluoromethyl)pyrimidin-4-yl]-1,3,8-triazaspiro[4.5]decane-2,4-dione hydrochloride Cl.C(C)N1C(N(C(C12CCNCC2)=O)C2=NC(=NC=C2)C(F)(F)F)=O